5-((2S,3R,4S,5R)-3,4-dihydroxy-5-(hydroxymethyl)tetrahydrofuran-2-yl)-1-(tetrahydrothiophen-3-yl)pyrimidine O[C@H]1[C@@H](O[C@@H]([C@H]1O)CO)C=1C=NCN(C1)C1CSCC1